COC(=O)C1=CC=C(C2=CN(N=C12)C)N1CCC2(CCN2C(=O)OC(C)(C)C)CC1 tert-butyl 7-[7-(methoxycarbonyl)-2-methylindazol-4-yl]-1,7-diazaspiro[3.5]nonane-1-carboxylate